2-((4-((R)-3-(2,4-dichlorophenyl)-2,3-dihydrobenzo[b][1,4]dioxin-5-yl)piperidin-1-yl)methyl)-1H-benzo[d]imidazole-6-carboxylic acid ClC1=C(C=CC(=C1)Cl)[C@H]1OC2=C(OC1)C=CC=C2C2CCN(CC2)CC2=NC1=C(N2)C=C(C=C1)C(=O)O